(difluoromethyl)-N-methoxy-1-methyl-N-[1-methyl-2-(2,4,6-trichlorophenyl)ethyl]pyrazole-4-carboxamide FC(F)C1=NN(C=C1C(=O)N(C(CC1=C(C=C(C=C1Cl)Cl)Cl)C)OC)C